CC1CCC(CN1)NC(OC(C)(C)C)=O tert-Butyl (6-methylpiperidin-3-yl)carbamate